8-(2-(1,1-difluoroethyl)-4-fluorophenyl)-9-(4-((1-(3-fluoropropyl)azetidin-3-ylidene)methyl)phenyl)-6,7-dihydro-5H-benzo[7]annulene-3-carboxylic acid FC(C)(F)C1=C(C=CC(=C1)F)C=1CCCC2=C(C1C1=CC=C(C=C1)C=C1CN(C1)CCCF)C=CC(=C2)C(=O)O